3-fluoro-5,7,8,8-tetramethyl-6-oxo-5-phenyl-5,6,7,8,9,10-hexahydropyrido[2,3-b][1,6]naphthyridine-4-carbonitrile FC1=C(C2=C(NC=3CC(N(C(C3C2(C2=CC=CC=C2)C)=O)C)(C)C)N=C1)C#N